4,4'-azobis(4-cyanohexanoic acid) N(=NC(CCC(=O)O)(CC)C#N)C(CCC(=O)O)(CC)C#N